C(#N)C1=CC=C(C=NS(=O)(=O)C2=CC=C(C=C2)C)C=C1 N-(4-cyanobenzylidene)-4-methylbenzenesulfonamide